2-(dimethylamino)ethyl (trans-4-((4-(4-chloro-1H-pyrazol-3-yl)-5-(trifluoromethyl)pyrimidin-2-yl)amino)cyclohexyl)(5-(2-methoxypyrimidin-5-yl)pyrazin-2-yl)carbamate ClC=1C(=NNC1)C1=NC(=NC=C1C(F)(F)F)N[C@@H]1CC[C@H](CC1)N(C(OCCN(C)C)=O)C1=NC=C(N=C1)C=1C=NC(=NC1)OC